tert-butyl 4-oxo-2-(1-phenylcyclopropyl)-5,6,8,9-tetrahydro-3H-pyrimido[4,5-d]azepine-7(4H)-carboxylate O=C1NC(=NC=2CCN(CCC21)C(=O)OC(C)(C)C)C2(CC2)C2=CC=CC=C2